2-(2,6-dioxopiperidin-3-yl)isoindol O=C1NC(CCC1N1C=C2C=CC=CC2=C1)=O